(2S)-1-[2-[(3S)-3-[(8-fluoro-5-quinolinyl)amino]pyrrolidin-1-yl]acetyl]pyrrolidine-2-carbonitrile FC=1C=CC(=C2C=CC=NC12)N[C@@H]1CN(CC1)CC(=O)N1[C@@H](CCC1)C#N